COC1=C(C(=CC(=C1)N1C=NC2=C1C=CC(=C2)C=2C=NN(C2)C)OC)C(=O)N2CCC(CC2)F [2,6-dimethoxy-4-[5-(1-methylpyrazol-4-yl)benzimidazol-1-yl]phenyl]-(4-fluoro-1-piperidinyl)methanone